2-phospho-e-sulfolactate P(=O)(=O)OC(C(=O)[O-])(C)S(=O)(=O)O